C(#N)C=1C=C(C=CC1)C=1N=C(SC1C1=CC(=NC(=C1)C)C)NC(=O)N1C[C@H](NCC1)C(C)(C)O (3S)-N-[4-(3-cyanophenyl)-5-(2,6-dimethyl-4-pyridyl)thiazol-2-yl]-3-(1-hydroxy-1-methylethyl)piperazine-1-carboxamide